N1C=CC2=C(C=CC=C12)CN1N=C(C=C1C(=O)NC1[C@@H]2CN(C[C@H]12)C(=O)OC(C)(C)C)C(NC)=O (1R,5S,6s)-tert-Butyl 6-(1-((1H-indol-4-yl)methyl)-3-(methylcarbamoyl)-1H-pyrazole-5-carboxamido)-3-azabicyclo[3.1.0]hexane-3-carboxylate